[Te].[Sb].[Sn].[Ge] Germanium-tin-antimony-tellurium